tert-butyl ((7-(1-((4-cyclopropyl-5,6,7,8-tetrahydroquinolin-8-yl)((5-(trifluoromethyl)pyridin-2-yl)methyl)carbamoyl)cyclopropyl)-4-oxo-3,4-dihydrophthalazin-1-yl)methyl)carbamate C1(CC1)C1=CC=NC=2C(CCCC12)N(C(=O)C1(CC1)C1=CC=C2C(NN=C(C2=C1)CNC(OC(C)(C)C)=O)=O)CC1=NC=C(C=C1)C(F)(F)F